N[C@H]1CN(C[C@@H]1OC=1N=NC(=CC1)Cl)C1=CC=C(C=N1)C=1C=2N(C=C(C1)OCC)N=CC2C#N 4-(6-((3S,4S)-3-amino-4-((6-chloropyridazin-3-yl)oxy)pyrrolidin-1-yl)pyridin-3-yl)-6-ethoxypyrazolo[1,5-a]pyridine-3-carbonitrile